FC(C(=O)[O-])(F)F.NC(=O)C1=CC=CC2=CN(N=C12)C1=CC=C(C[NH+]2[C@@H]3CO[C@@H](C2)C3)C=C1 (1R,4S)-5-{4-[7-(aminocarbonyl)-2H-indazol-2-yl]benzyl}-2-oxa-5-azonia-bicyclo[2.2.1]heptane trifluoroacetate